((diethoxyphosphoryl)difluoromethyl)benzo[b]Thiophene-2-carboxylic acid C(C)OP(=O)(OCC)C(F)(F)C=1C2=C(SC1C(=O)O)C=CC=C2